5-(3-Cyanophenyl)-N-(3-(2-(pyrrolidin-1-yl)propyl)-1,2,4-thiadiazol-5-yl)thiophene-3-carboxamide C(#N)C=1C=C(C=CC1)C1=CC(=CS1)C(=O)NC1=NC(=NS1)CC(C)N1CCCC1